ClC1=CC=C(C=C1)C1=NOC(=N1)C1(CC(C1)(F)F)C(=O)N 1-[3-(4-chlorophenyl)-1,2,4-oxadiazol-5-yl]-3,3-difluorocyclobutane-1-carboxamide